methyl-[4-(dimethylamino)-N-(1-hydroxyhexadecan-7-yl)butyramide] octanoate C(CCCCCCC)(=O)O.CC(C(=O)NC(CCCCCCO)CCCCCCCCC)CCN(C)C